Ethyl 1-(6-chloropyridazin-4-yl)-5-methyl-1H-pyrazole-4-carboxylate ClC1=CC(=CN=N1)N1N=CC(=C1C)C(=O)OCC